succinic acid potassium salt [K+].C(CCC(=O)[O-])(=O)[O-].[K+]